C1(CC1)OC=1C=CC(=NC1)N 5-cyclopropoxypyridin-2-amine